3-(9H-carbazol-9-yl)-6-phenyl-1,3,5-triazine C1=CC=CC=2C3=CC=CC=C3N(C12)N1CN=C(N=C1)C1=CC=CC=C1